3-benzyloxy-2-methyl-hex-5-en-2-amine C(C1=CC=CC=C1)OC(C(C)(N)C)CC=C